1,3,5-triazin-2-methanol N1=C(N=CN=C1)CO